3-(2-(ethyl (propyl) amino) ethyl)-1H-indol-6-yl propionate C(CC)(=O)OC1=CC=C2C(=CNC2=C1)CCN(CCC)CC